N-(4-((4-(azetidin-3-yl)piperazin-1-yl)methyl)-1-(5-(3-cyano-6-ethoxypyrazolo[1,5-a]pyridin-4-yl)pyridin-2-yl)piperidin-4-yl)-2,5-difluorobenzamide N1CC(C1)N1CCN(CC1)CC1(CCN(CC1)C1=NC=C(C=C1)C=1C=2N(C=C(C1)OCC)N=CC2C#N)NC(C2=C(C=CC(=C2)F)F)=O